(E)-N-(4-(1-(4-(4-(8-((2-(2,6-dioxopiperidin-3-yl)-1-oxoisoindoline-4-yl)oxy)octyl)piperazin-1-yl)benzoyl)piperidin-4-yl)butyl)-3-(pyridin-3-yl)acrylamide O=C1NC(CCC1N1C(C2=CC=CC(=C2C1)OCCCCCCCCN1CCN(CC1)C1=CC=C(C(=O)N2CCC(CC2)CCCCNC(\C=C\C=2C=NC=CC2)=O)C=C1)=O)=O